BrC1=C(C=CC=C1)N(C(C(=C)C1=CC=CC=C1)=O)C N-(2-bromophenyl)-N-methyl-2-phenylacrylamide